N-ethyl-N-[2-(5-methoxy-1H-indol-3-yl)ethyl]propan-2-amine C(C)N(C(C)C)CCC1=CNC2=CC=C(C=C12)OC